2,4-diamino-6-cyclohexyl-triazine NN1NC(=CC(=N1)N)C1CCCCC1